1-[2-(3,5-dimethylpyrazol-1-yl)-6-[5-[(6-methylpyridazin-3-yl)amino]benzimidazol-1-yl]-3-pyridinyl]ethanone CC1=NN(C(=C1)C)C1=NC(=CC=C1C(C)=O)N1C=NC2=C1C=CC(=C2)NC=2N=NC(=CC2)C